BrC1=CC(=C(C#N)C=C1)C(Br)Br 4-bromo-2-(dibromomethyl)benzonitrile